C(C)(C)N(CCCCCCCCCCCCSC1=C2CN(C(C2=CC=C1)=O)C1C(NC(CC1)=O)=O)C(C)C 3-(4-((12-(diisopropylamino)dodecyl)thio)-1-oxoisoindolin-2-yl)piperidine-2,6-dione